tert-butyl (R)-(2-hydroxy-1-(4-(4-methylpyrimidin-5-yl)phenyl)ethyl)carbamate OC[C@@H](C1=CC=C(C=C1)C=1C(=NC=NC1)C)NC(OC(C)(C)C)=O